O=C1NC(CCC1N1N=NC2=C(C1=O)C(=CC=C2)NCCCCCC(=O)OC(C)(C)C)=O tert-butyl 6-((3-(2,6-dioxopiperidin-3-yl)-4-oxo-3,4-dihydrobenzo[d][1,2,3]triazin-5-yl)amino)hexanoate